CC(CCC(=O)OC(C(=O)OCCC(CCC=C(C)C)C)CCCC)C 3,7-dimethyl-6-octenyl 4-methylpentanoyloxycaproate